5-[6-fluoro-3-(1H-imidazol-5-yl)-7-(trifluoromethyl)imidazo[1,2-a]pyrimidin-2-yl]-3-(trifluoromethyl)-1H-1,2,4-triazole FC=1C(=NC=2N(C1)C(=C(N2)C2=NC(=NN2)C(F)(F)F)C2=CN=CN2)C(F)(F)F